N[C@H](C(=O)O)CC1C(NC=2N(C1)N=CC2)=O (2S)-2-amino-3-(5-oxo-4,5,6,7-tetrahydropyrazolo[1,5-a]pyrimidin-6-yl)propanoic acid